tert-butyl 4-(6-((2,4-difluorobenzyl)oxy)pyridin-2-yl)piperidine-1-carboxylate FC1=C(COC2=CC=CC(=N2)C2CCN(CC2)C(=O)OC(C)(C)C)C=CC(=C1)F